(S)-((4-(tert-butoxycarbonyl)-3-methylpiperazin-1-yl)methyl)potassium trifluoroborate B(F)(F)F.C(C)(C)(C)OC(=O)N1[C@H](CN(CC1)C[K])C